O=C1NC(CCC1NC(=O)C1=CC=C(C=N1)N1CCN(CC1)CCC(=O)N1CCC(CC1)NC(OC(C)(C)C)=O)=O tert-butyl (1-(3-(4-(6-((2,6-dioxopiperidin-3-yl)carbamoyl)pyridin-3-yl) piperazin-1-yl)propanoyl)piperidin-4-yl)carbamate